2-[(4-benzyl-1,3-oxazol-2-yl)methyl]-2,3-dihydro-1H-isoindole-1,3-dione C(C1=CC=CC=C1)C=1N=C(OC1)CN1C(C2=CC=CC=C2C1=O)=O